(S)-3-amino-N-(6-fluoro-7-(piperazin-1-yl)chroman-3-yl)-6-methylthieno[2,3-b]pyridine-2-carboxamide NC1=C(SC2=NC(=CC=C21)C)C(=O)N[C@@H]2COC1=CC(=C(C=C1C2)F)N2CCNCC2